di-n-decyl cyclohexane-1,2-dicarboxylate C1(C(CCCC1)C(=O)OCCCCCCCCCC)C(=O)OCCCCCCCCCC